6-amino-7-(4-phenoxyphenyl)-9-{1-[2-(piperidin-4-yl)ethyl]azetidin-3-yl}purin-8-one hydrochloride Cl.NC1=C2N(C(N(C2=NC=N1)C1CN(C1)CCC1CCNCC1)=O)C1=CC=C(C=C1)OC1=CC=CC=C1